4-(3,4-difluorobenzyl)-1-(2-(pyrimidin-4-yl)nicotinoyl)piperidine FC=1C=C(CC2CCN(CC2)C(C2=C(N=CC=C2)C2=NC=NC=C2)=O)C=CC1F